BrC=1C2=CN(N=C2C=C(C1C(F)(F)F)C)COCC[Si](C)(C)C 4-bromo-6-methyl-5-(trifluoromethyl)-2-((2-(trimethylsilyl)ethoxy)methyl)-2H-indazole